rubidium stilbene C1(=CC=CC=C1)C=CC1=CC=CC=C1.[Rb]